1,3-dibutyryloxy-2-methylenepropane C(CCC)(=O)OCC(COC(CCC)=O)=C